tetrasulfonyl-zinc tert-butyl-8-(2-(4-((5-(3-(2-(pyridin-3-yl)ethyl)ureido)-2-(pyridin-4-yl)phenyl)ethynyl)benzamido)ethyl)-2,8-diazaspiro[4.5]decane-2-carboxylate C(C)(C)(C)OC(=O)N1CC2(CC1)CCN(CC2)CCNC(C2=CC=C(C=C2)C#CC2=C(C=CC(=C2)NC(=O)NCCC=2C=NC=CC2)C2=CC=NC=C2)=O.S(=O)(=O)=[Zn](=S(=O)=O)(=S(=O)=O)=S(=O)=O